N(=C=O)CCCCCOC1=CC(=NC(=C1)C1=NC=CC=C1)C1=NC=CC=C1 4-(5-isocyanatopentyloxy)-2,6-bis(2-pyridyl)pyridine